(Z)-4-((5-(azetidin-1-yl)thiophen-2-yl)methylene)-3-(trifluoromethyl)isoxazol-5(4H)-one N1(CCC1)C1=CC=C(S1)\C=C/1\C(=NOC1=O)C(F)(F)F